tert-butyl (3S)-4-(6-chloro-7-(5,6-difluorobenzofuran-7-yl)-1-(P)-(2-isopropyl-4-methylpyridin-3-yl)-2-oxo-1,2-dihydropyrido[2,3-d]pyrimidin-4-yl)-3-methylpiperazine-1-carboxylate ClC1=CC2=C(N(C(N=C2N2[C@H](CN(CC2)C(=O)OC(C)(C)C)C)=O)C=2C(=NC=CC2C)C(C)C)N=C1C1=C(C(=CC=2C=COC21)F)F